COC=1C=CC(=C(C1)O)C1=C(C(=NO1)C)C=1C=NN(C1)C1=CC=CC=C1 5-methoxy-2-[3-methyl-4-(1-phenylpyrazol-4-yl)-1,2-oxazol-5-yl]phenol